O=C1NC(CCC1N1C(C2=CC=C(C=C2C1=O)N1CCC(CC1)OC1CC(C1)OC1CCN(CC1)C1=NC=CC(=C1)C1=NNC2=CC=C(C=C12)OC1(CC1)C)=O)=O 2-(2,6-dioxo-3-piperidyl)-5-[4-[3-[[1-[4-[5-(1-methylcyclopropoxy)-1H-indazol-3-yl]-2-pyridyl]-4-piperidyl]oxy]cyclobutoxy]-1-piperidyl]isoindoline-1,3-dione